ethyl 2-(4-bromophenyl)-3-hydroxy-2-(hydroxymethyl)propanoate BrC1=CC=C(C=C1)C(C(=O)OCC)(CO)CO